2-iodo-4-(piperidin-1-yl)aniline S-[(3R)-1-[5-tert-butyl-3-[(4-methyl-1,2,5-oxadiazol-3-yl)methyl]triazolo[4,5-d]pyrimidin-7-yl]pyrrolidin-3-yl]ethanethioate C(C)(C)(C)C=1N=C(C2=C(N1)N(N=N2)CC2=NON=C2C)N2C[C@@H](CC2)S=C(C)O.IC2=C(N)C=CC(=C2)N2CCCCC2